C(CCC)C(C=C)=CCCCC 3-butyl-1,3-octadiene